dichlorophenyl-dioxolane ClC1C(OC(O1)C1=CC=CC=C1)Cl